(S)-3-(3-fluoro-1-(4-(5,6,7,8-tetrahydro-1,8-naphthyridin-2-yl)butanoyl)azetidin-3-yl)-3-(3-fluoro-4-methoxyphenyl)propionic acid FC1(CN(C1)C(CCCC1=NC=2NCCCC2C=C1)=O)[C@@H](CC(=O)O)C1=CC(=C(C=C1)OC)F